C(C)(C)(C)C1=C(C2=C(N=CN=C2OC2=C(C=CC=C2OC(F)(F)F)F)S1)N1C(CCC1)C 6-(tert-Butyl)-4-(2-fluoro-6-(trifluoromethoxy)phenoxy)-5-(2-methylpyrrolidin-1-yl)thieno[2,3-d]pyrimidine